C1=C(C=CC2=CC(=CC=C12)C(=O)[O-])C(=O)[O-].[Zr+4].C1=C(C=CC2=CC(=CC=C12)C(=O)[O-])C(=O)[O-] zirconium 2,6-naphthalenedicarboxylate